6-chloro-9H-carbazole ClC=1C=C2C=3C=CC=CC3NC2=CC1